ClCC1=CC=C(C=C1)C=1N=C2N(COC3=C2C(=CC=N3)OC)C1C1=CC=CC=C1 2-(4-(Chloromethyl)phenyl)-10-methoxy-3-phenyl-5H-imidazo[1,2-c]pyrido[3,2-e][1,3]oxazine